1,3,5-tris(di(buta-1,3-dien-1-ylsulfanyl)stibanyl)benzene C(=CC=C)S[Sb](C1=CC(=CC(=C1)[Sb](SC=CC=C)SC=CC=C)[Sb](SC=CC=C)SC=CC=C)SC=CC=C